C12C(C3CC(CC(C1)C3)C2)CC(=O)NC2=CC3=C(NC(=N3)CC3=C(C=CC(=C3)Cl)OC)C=C2 2-(2-adamantyl)-N-[2-[(5-chloro-2-methoxy-phenyl)methyl]-1H-benzimidazol-5-yl]acetamide